C(C1=CC=CC=C1)N1CC2(CN(C2)C(=O)OC(C)(C)C)C(C1)C#N tert-butyl 6-benzyl-8-cyano-2,6-diazaspiro[3.4]octane-2-carboxylate